C(CCC)C=1C=C(C=C(C1)C(C)(C)O)C(C)(C)O 5-butyl-1,3-bis(α-hydroxyisopropyl)benzene